methyl 3-(5-(1,4-dimethyl-1H-1,2,3-triazol-5-yl)-3-nitropyridin-2-yl)-1-methyl-1H-pyrazole-5-carboxylate CN1N=NC(=C1C=1C=C(C(=NC1)C1=NN(C(=C1)C(=O)OC)C)[N+](=O)[O-])C